2-[4-[3-[4-(4-oxo-1,5,6,7-tetrahydropyrrolo[3,2-c]pyridin-2-yl)-2-pyridyl]phenyl]piperazin-1-yl]acetaldehyde, dihydrochloride Cl.Cl.O=C1NCCC2=C1C=C(N2)C2=CC(=NC=C2)C=2C=C(C=CC2)N2CCN(CC2)CC=O